2,4-difluoro-3-(((3-methoxy-1-(4-methoxybenzoyl)-1H-pyrazolo[3,4-b]pyridin-5-yl)ethynyl)phenyl)-N-(3-cyanophenyl)methanesulfonamide FC1C(=CC=C(C1(C#N)C1=C(C=CC=C1)C#CC=1C=C2C(=NC1)N(N=C2OC)C(C2=CC=C(C=C2)OC)=O)F)NS(=O)(=O)C